N,N'-dimethyl-4-(piperazin-1-yl)aniline CNC1=CC=C(C=C1)N1CCN(CC1)C